ClC=1C=C(C=CC1)C(C#N)CO 2-(3-chlorophenyl)-3-hydroxypropanenitrile